ClC1=CC(=C(C=C1)COC1=CC=CC(=N1)C1=CC=C(C=C1)CC(=O)Cl)F 2-[4-[6-[(4-chloro-2-fluoro-phenyl)methoxy]-2-pyridyl]phenyl]acetyl chloride